(1-(2-Fluorophenyl)ethane-1,2-diyl)bis(diphenylsilane) FC1=C(C=CC=C1)C(C[SiH](C1=CC=CC=C1)C1=CC=CC=C1)[SiH](C1=CC=CC=C1)C1=CC=CC=C1